pyrimidin-5-boronic acid pinacol ester N1=CN=CC(=C1)B1OC(C)(C)C(C)(C)O1